[(2R,3S,11bR)-9,10-dimethoxy-3-(2-methylpropyl)-1H,2H,3H,4H,6H,7H,11bH-pyrido[2,1-a]isoquinolin-2-yl]methyl 2,2,3,3-tetramethylcyclopropane-1-carboxylate CC1(C(C1(C)C)C(=O)OC[C@@H]1C[C@H]2N(CCC3=CC(=C(C=C23)OC)OC)C[C@H]1CC(C)C)C